[N+](=O)([O-])C1=CC=C(OC(=O)OCCN(C(CCNC(OCC2C3=CC=CC=C3C=3C=CC=CC23)=O)=O)CCOC(=O)OC2=CC=C(C=C2)[N+](=O)[O-])C=C1 (9H-fluoren-9-yl)methyl (3-(bis(2-(((4-nitrophenoxy)carbonyl)oxy)ethyl)amino)-3-oxopropyl)carbamate